4-[2-(3-fluorobenzoyl)-2,3,4,9-tetrahydro-1H-β-carbolin-9-ylmethyl]-N-hydroxybenzoamide FC=1C=C(C(=O)N2CC=3N(C4=CC=CC=C4C3CC2)CC2=CC=C(C(=O)NO)C=C2)C=CC1